3-((3-(2,6-dioxopiperidin-3-yl)-4-oxo-3,4-dihydrobenzo[d][1,2,3]triazin-5-yl)amino)propanoic acid O=C1NC(CCC1N1N=NC2=C(C1=O)C(=CC=C2)NCCC(=O)O)=O